nitrosophenyl-hydroxyamine aluminum salt [Al].N(=O)N(O)C1=CC=CC=C1